CNC1=NC=2N(C3=CC(=CC=C13)N)C=NN2 N5-methyl-[1,2,4]triazolo[4,3-a]quinazolin-5,8-diamine